3-(3-((5-fluoro-6-(3-fluorophenoxy)pyridin-3-yl)methyl)isoxazol-5-yl)pyridin-2-amine FC=1C=C(C=NC1OC1=CC(=CC=C1)F)CC1=NOC(=C1)C=1C(=NC=CC1)N